BrC=1C=C(C=C2CCN(CC12)C(=O)OC(C)(C)C)OCCN(C)C tert-butyl 8-bromo-6-(2-(dimethylamino)ethoxy)-3,4-dihydroisoquinoline-2(1H)-carboxylate